2-((4-methylbenzyl)oxy)-5-nitropyridine CC1=CC=C(COC2=NC=C(C=C2)[N+](=O)[O-])C=C1